carboxylatoplatinum(IV) C(=O)([O-])[Pt+3]